ethyl-N-(4-methoxyphenyl)glycylmethionine tert-Butyl-((5-(2-(2,6-dioxopiperidin-3-yl)-1-oxoisoindolin-4-yl)isoxazol-3-yl)methyl)carbamate C(C)(C)(C)N(C(O)=O)CC1=NOC(=C1)C1=C2CN(C(C2=CC=C1)=O)C1C(NC(CC1)=O)=O.C(C)N(CC(=O)N[C@@H](CCSC)C(=O)O)C1=CC=C(C=C1)OC